FC=1C(=C2C(C=CO2)=C(C1)C#N)CO 6-fluoro-7-(hydroxymethyl)benzofuran-4-carbonitrile